N-((5-(2-((1-methyl-1H-pyrazolo[3,4-d]pyrimidin-4-yl)thio)acetyl)thiophen-2-yl)methyl)cyclopropanesulfonamide CN1N=CC=2C1=NC=NC2SCC(=O)C2=CC=C(S2)CNS(=O)(=O)C2CC2